2-((1r,4r)-4-(2-(chloromethyl)-6-(benzenesulfonyl)imidazo[4,5-d]Pyrrolo[2,3-b]Pyridine-1(6H)-yl)cyclohexyl)acetonitrile ClCC1=NC=2C(=C3C(=NC2)N(C=C3)S(=O)(=O)C3=CC=CC=C3)N1C1CCC(CC1)CC#N